3-((tert-butyldiphenylsilyl)oxy)-N-(4-phenoxyphenethyl)propan-1-amine [Si](C1=CC=CC=C1)(C1=CC=CC=C1)(C(C)(C)C)OCCCNCCC1=CC=C(C=C1)OC1=CC=CC=C1